[Pb].C(CCCCCCC)N octylamine lead